CCCCCCCCCCCCCCCCCC(=O)OC[C@H](COP(=O)([O-])OCC[N+](C)(C)C)OC(=O)CCCCCCCCCCC/C=C\\CCCCCCCC The molecule is a phosphatidylcholine 40:1 in which the acyl groups specified at positions 1 and 2 are octadecanoyl and (13Z)-docosenoyl respectively. It derives from an erucic acid and an octadecanoic acid.